dichloro[1,3-bis(2,6-di-4-heptylphenyl)imidazol-2-ylidene](3-chloropyridinyl)palladium (II) Cl[Pd-3](C1=NC=CC=C1Cl)(=C1N(C=CN1C1=C(C=CC=C1C(CCC)CCC)C(CCC)CCC)C1=C(C=CC=C1C(CCC)CCC)C(CCC)CCC)Cl